O=C(C[C@@H](C#C)NC(OC(C)(C)C)=O)NC(C1=CC=CC=C1)(C1=CC=CC=C1)C1=CC=CC=C1 tert-butyl N-[(1S)-1-[2-oxo-2-(tritylamino)ethyl]prop-2-ynyl]carbamate